C1(=CC=CC=C1)C1=C(C=C(C=C1)C1=CC=CC=C1)C1=CC(=C2C(=CC(=C3C4=CC=C(C5=C(C=CC(C1=C23)=C45)I)I)C4=CC=CC=C4)I)I 1-([1,1':4',1''-terphenyl]-2'-yl)-3,4,9,10-tetraiodo-6-phenylperylene